C(C1=CC=CC=C1)N1C(C(CC2=CC=C(C=C12)[N+](=O)[O-])C(C)C)=O 1-benzyl-3-isopropyl-7-nitro-3,4-dihydroquinolin-2(1H)-one